CC1=C(C(=CC=C1)C)[C@@](C(=O)O)(C)N R-2,6-dimethyl-phenyl-aminopropionic acid